Cl.Cl.CN(C)C[C@H]1CNCC1 (R)-N,N-dimethyl-1-(pyrrolidin-3-yl)methylamine dihydrochloride